1-(azetidin-1-ylmethyl)-8-chloro-6-(2-fluorophenyl)-4H-benzo[f]imidazo[1,2-a][1,4]diazepine-2-carboxylic acid N1(CCC1)CC1=C(N=C2N1C1=C(C(=NC2)C2=C(C=CC=C2)F)C=C(C=C1)Cl)C(=O)O